4-fluoro-1,3-dimethyl-1H-pyrazole-5-carboxylic acid methyl ester COC(=O)C1=C(C(=NN1C)C)F